C1(CC1)N(C(OC(C)(C)C)=O)C1CN(CC1)C=1N=NC(=CN1)C1=CC=C(C=2N=CSC21)C=2C=NN(C2)C2OCCCC2 tert-butyl N-cyclopropyl-N-[1-[6-[4-(1-tetrahydropyran-2-ylpyrazol-4-yl)-1,3-benzothiazol-7-yl]-1,2,4-triazin-3-yl]pyrrolidin-3-yl]carbamate